methyl (3S,6S,8S,9aR)-6-((tert-butoxycarbonyl) amino)-8-methyl-5-oxooctahydro-1H-pyrrolo[1,2-a]azepine-3-carboxylate C(C)(C)(C)OC(=O)N[C@H]1C[C@@H](C[C@@H]2N(C1=O)[C@@H](CC2)C(=O)OC)C